ClC1=C(C=CC=C1Cl)C1=NNC=2C1=NC=C(C2)C=2C=C(C=CC2)CN (3-(3-(2,3-dichlorophenyl)-1H-pyrazolo[4,3-b]pyridin-6-yl)phenyl)methylamine